FC=1C=C(C=C(C1)C=1C=NNC1)NC1=NC(=NC(=C1)C1=NC=CN=C1)[C@@H]1CC[C@@H](N(C1)C(C)=O)C 1-((2S,5R)-5-(4-((3-fluoro-5-(1H-pyrazol-4-yl)phenyl)amino)-6-(pyrazin-2-yl)pyrimidin-2-yl)-2-methylpiperidin-1-yl)ethan-1-one